N2-(2-methoxy-4-((4-morpholinopiperidin-1-yl)sulfonyl)phenyl)-N4-methyl-5-(trifluoromethyl)-7H-pyrrolo[2,3-d]pyrimidine-2,4-diamine COC1=C(C=CC(=C1)S(=O)(=O)N1CCC(CC1)N1CCOCC1)NC=1N=C(C2=C(N1)NC=C2C(F)(F)F)NC